ClC=1N=C(C2=C(N1)N=C(S2)N2[C@@H](CCC2)C)C2=C(C=C(C=C2)F)F 5-chloro-7-(2,4-difluorophenyl)-2-[(2R)-2-methylpyrrolidin-1-yl]thiazolo[4,5-d]pyrimidine